Trans-3-amino-N,N-dimethylcyclobutanecarboxamide N[C@@H]1C[C@H](C1)C(=O)N(C)C